NCCCNC(CN1N=C2C=CC=C(C2=C1)C=1C=C(O[C@H]2C[C@H](N(C2)C(=O)C=2C=NN(C2)C2=C(C=C(C=C2)F)Cl)C(=O)O)C=CC1)=O (2S,4S)-4-[3-[2-[2-(3-aminopropylamino)-2-oxo-ethyl]indazol-4-yl]phenoxy]-1-[1-(2-chloro-4-fluoro-phenyl)pyrazole-4-carbonyl]pyrrolidine-2-carboxylic acid